2-(3-(1-hydroxy-1-(2-(3-((4-methyl-1H-indol-5-yl)oxy)phenyl)-1H-imidazol-5-yl)ethyl)phenyl)cyclopropane-1-carboxylic acid OC(C)(C1=CN=C(N1)C1=CC(=CC=C1)OC=1C(=C2C=CNC2=CC1)C)C=1C=C(C=CC1)C1C(C1)C(=O)O